C(C)(C)OC1=C(C(N(C2=NC=C(C=C12)C1=CC=C(C=C1)OC)CCN1CCOCC1)=O)C(=O)O 4-isopropoxy-6-(4-methoxyphenyl)-1-(2-morpholinoethyl)-2-oxo-1,2-dihydro-1,8-naphthyridine-3-carboxylic acid